N-(5-(2-((1S,4R)-2-azabicyclo[2.2.1]heptan-2-yl)acetamido)-2-methylpyridin-3-yl)-6-chloropyrazolo[1,5-a]pyrazine-3-carboxamide [C@H]12N(C[C@H](CC1)C2)CC(=O)NC=2C=C(C(=NC2)C)NC(=O)C=2C=NN1C2C=NC(=C1)Cl